CN1C(=CC=2C=NC(=CC21)NC(=O)C2CC2)C2=NN(C=N2)C N-(1-methyl-2-(1-methyl-1H-1,2,4-triazol-3-yl)-1H-pyrrolo[3,2-c]pyridin-6-yl)cyclopropanecarboxamide